CN(CC(=O)[O-])C(C1=CC=C(C=C1)C(=O)C1=C(OC2=C1C=CC=C2)CCCC)=O methyl-(4-(2-butyl-benzofuran-3-carbonyl)-benzoyl)-glycinate